ClC1=C(C(=CC=C1Cl)F)[C@]1(CN(CC1)C(C=C)=O)NC1=CC=C2C(=NN(C2=C1)CCO)C |r| (rac)-1-[3-(2,3-dichloro-6-fluorophenyl)-3-{[1-(2-hydroxyethyl)-3-methylindazol-6-yl]amino}pyrrolidin-1-yl]prop-2-en-1-one